4-(4-fluorophenyl)-6-hydrazineylpyrimidin-2-amine FC1=CC=C(C=C1)C1=NC(=NC(=C1)NN)N